N-(2-chloropyridin-4-yl)-5-(2-(((1s,4s)-4-methoxycyclohexyl)amino)-2-oxoacetyl)-1,2,4-trimethyl-1H-pyrrole-3-carboxamide ClC1=NC=CC(=C1)NC(=O)C1=C(N(C(=C1C)C(C(=O)NC1CCC(CC1)OC)=O)C)C